BrC1=CC(=C(O[C@H](C(=O)O)CCF)C=C1)C1CC1 (2S)-2-(4-bromo-2-cyclopropylphenoxy)-4-fluorobutyric acid